Methyl 2-(9-chloro-3-((2-methoxybenzyl)carbamoyl)-3-methyl-5-oxo-2,3-dihydrobenzofuro[2,3-f][1,4]oxazepin-4(5H)-yl)acetate ClC=1C=CC2=C(C1)C1=C(C(N(C(CO1)(C)C(NCC1=C(C=CC=C1)OC)=O)CC(=O)OC)=O)O2